COC=1C2=C(N=C(N1)NC1CCC(CC1)OCCO)NC=C2C=2C=C1N=CC=NC1=CC2 2-(((1r,4r)-4-((4-methoxy-5-(quinoxalin-6-yl)-7H-pyrrolo[2,3-d]pyrimidin-2-yl)amino)cyclohexyl)oxy)ethan-1-ol